3,3,5,5-tetramethyl-benzidine hydrochloride Cl.CC1(CC(=CC(C1N)(C)C)C1=CC=C(N)C=C1)C